rac-benzyl ((1R,2R,4R,5S)-5-((tert-butyldiphenylsilyl)oxy) bicyclo[2.2.1]heptan-2-yl)carbamate [Si](C1=CC=CC=C1)(C1=CC=CC=C1)(C(C)(C)C)O[C@@H]1[C@H]2C[C@H]([C@@H](C1)C2)NC(OCC2=CC=CC=C2)=O |r|